(1S,4R)-4-[[(2S)-2-[(3,5-difluorobenzoyl)amino]propanoyl]amino]cyclopent-2-ene-1-carboxylic acid FC=1C=C(C(=O)N[C@H](C(=O)N[C@H]2C=C[C@H](C2)C(=O)O)C)C=C(C1)F